Cl.Cl.FC=1C=NC=CC1N1CCNCC1 1-(3-fluoropyridin-4-yl)piperazine dihydrochloride